6-(2,2-difluoroethyl)-2-[(5,6,7,8-tetrahydro-2,6-naphthyridin-3-yl)amino]-4H,5H,6H,7H,8H-pyrazolo[1,5-d][1,4]diazepin-7-one FC(CN1C(CN2C(CC1)=CC(=N2)NC=2N=CC=1CCNCC1C2)=O)F